CN(C(=O)[C@@H]1CC12CCN(CC2)C(=O)OC(C(F)(F)F)C(F)(F)F)C2=NC=CC=C2 1,1,1,3,3,3-Hexafluoropropan-2-yl (R)-1-(methyl(pyridin-2-yl)carbamoyl)-6-azaspiro[2.5]octan-6-carboxylat